cis-Methyl-1-(6-bromo-7-fluoro-3-nitroquinolin-4-yl)-3-phenylcyclobutane-1-carboxylate COC(=O)C1(CC(C1)C1=CC=CC=C1)C1=C(C=NC2=CC(=C(C=C12)Br)F)[N+](=O)[O-]